C(C1=CC=C(C(=O)OO)C=C1)(=O)OO bishydroxy terephthalate